(2S)-2-{4-[6-amino-5-(p-chlorophenyl)-4-pyrimidinyl]-1H-pyrazol-1-yl}-2-phenylethanol NC1=C(C(=NC=N1)C=1C=NN(C1)[C@H](CO)C1=CC=CC=C1)C1=CC=C(C=C1)Cl